6,7-dimethoxy-4-((1-propylpiperidin-4-yl)amino)quinazoline-2-carbonitrile COC=1C=C2C(=NC(=NC2=CC1OC)C#N)NC1CCN(CC1)CCC